N1=CC(=CC=C1)N1C(NC2=C1C=CC=C2)=O 3-(pyridin-3-yl)-1,3-dihydro-2H-benzo[d]imidazol-2-one